C(C1=CC=CC=C1)OC=1C(=NC(=C2C(=CC=NC12)C1=CC=CC=C1)NC(=O)OCC[Si](C)(C)C)C(=O)OC methyl 8-(benzyloxy)-4-phenyl-5-(((2-(trimethylsilyl)ethoxy)carbonyl)amino)-1,6-naphthyridine-7-carboxylate